C(C)(C)NC(=O)C1=CC=C(C=C1)C1=CC=CC=C1 N-isopropyl-[1,1'-biphenyl]-4-carboxamide